ClC1=C(C(=CC=2NC(=NC21)CC2=CC=C(C=C2)S(=O)(=O)CCC)Cl)C2=C(C=CC=C2)OC(F)(F)F 4,6-dichloro-2-(4-(propylsulfonyl)benzyl)-5-(2-(trifluoromethoxy)phenyl)-1H-benzo[d]imidazole